C1CCCCCCCCCCCO1 dodecamethylene ether